(R)-6,7-dimethoxy-4-methyl-N-(1-(4-(2-((methylamino)methyl)phenyl)thiophen-2-yl)ethyl)phthalazin-1-amine COC=1C=C2C(=NN=C(C2=CC1OC)N[C@H](C)C=1SC=C(C1)C1=C(C=CC=C1)CNC)C